NCC(=O)N(C([2H])([2H])[2H])C1=CC=C(C=C1)F 2-amino-N-(4-fluorophenyl)-N-(methyl-d3)acetamide